CN1C(NC(C1)=O)=S 1-methyl-2-thioxoimidazolin-4-one